C(C)C=1C(NN=NC1)=O ethyl-triazinone